OC1C(CCCC1)C(=O)OC(CCCCC)CC ethylhexyl 2-hydroxycyclohexanecarboxylate